FC(C1=C(C=C)C=CC=C1)(F)F 2-(trifluoromethyl)styrene